S(=O)(=O)(O)C1=CC=C(C)C=C1.C1OC=CN2C1=NN1C(C2=O)=CC(C=C1)=O [1,4]Oxazino[3,4-c]pyrido[2,1-f][1,2,4]triazine-6,8-dione Tosylate